5-acetamido-7-chloro-2,3-dihydro-1H-inden-4-ylacetate C(C)(=O)NC=1C(=C2CCCC2=C(C1)Cl)CC(=O)[O-]